C1=CC=CC=2C3=CC=CC=C3C(C12)COC(=O)N(C(C(=O)OC(C)(C)C)CC1=CC=C(C=C1)CC)C tert-Butyl 2-((((9H-fluoren-9-yl)methoxy) carbonyl)(methyl)amino)-3-(4-ethylphenyl)propanoate